[Na+].P(=O)(OCCCCCCCC)(OCCCCCCCC)[O-] dioctyl phosphate sodium salt